4-Chloro-(5-fluoropyrimidin-2-yl)piperidine-4-carboxylic acid ethyl ester C(C)OC(=O)C1(CCN(CC1)C1=NC=C(C=N1)F)Cl